FC1=C(C=CC(=C1)C)S(=O)(=O)O 2-fluoro-p-methylbenzenesulfonic acid